N1(CCC(CC1)N1C2=C(N(C(C1=O)=O)C)C=C(C=N2)Cl)C2CCNCC2 4-([1,4'-bipiperidin]-4-yl)-7-chloro-1-methyl-1,4-dihydropyrido[2,3-b]pyrazine-2,3-Dione